ClC1=C(C=CC=C1)C1=NC(=NC(=N1)NC(C)C)NC1=CC=NC=C1 6-(2-chlorophenyl)-N2-isopropyl-N4-(pyridin-4-yl)-1,3,5-triazine-2,4-diamine